(S)-4-(2-hydroxypropan-2-yl)-N'-((3-methyl-1,2,3,5,6,7-hexahydrodicyclopenta[b,e]pyridin-8-yl)carbamoyl)thiophene-2-sulfonimidamide OC(C)(C)C=1C=C(SC1)[S@](=O)(N)=NC(NC1=C2C(=NC3=C1CCC3)C(CC2)C)=O